7-[dimethyl(oxo)-λ5-phosphoranyl]-3-(2-{[(1S,3S)-3-{[3-(aminomethyl)cyclobutyl]amino}cyclopentyl]amino}-5-(trifluoromethyl)pyrimidin-4-yl)-1H-indole-6-carboxylic acid CP(C=1C(=CC=C2C(=CNC12)C1=NC(=NC=C1C(F)(F)F)N[C@@H]1C[C@H](CC1)NC1CC(C1)CN)C(=O)O)(=O)C